COC1=CC(=CC2=C1C([C@@](O2)([C@@H](C=C)C2=CC=CC=C2)C2=CC=CC=C2)=O)OC (R)-4,6-dimethoxy-2-phenyl-2-((S)-1-phenylallyl)benzofuran-3(2H)-one